BrC=1SC2=C(N1)C(=CC(=C2)C(=O)OC)OC2CC2 methyl 2-bromo-4-cyclopropyloxy-1,3-benzothiazole-6-carboxylate